4-[(O-tolyloxy)methyl]1,3-dihydroimidazole-2-thione C1(=C(C=CC=C1)OCC=1NC(NC1)=S)C